(3R,6S)-cyclohexylmethyl 3-(4-hydroxybenzyl)-6-(hydroxymethyl)-8-(2-(naphthalen-1-yl)ethyl)-4,7-dioxohexahydropyrazino[2,1-c][1,2,4]oxadiazine-1(6H)-carboxylate OC1=CC=C(C[C@@H]2C(N3C(N(O2)C(=O)OCC2CCCCC2)CN(C([C@@H]3CO)=O)CCC3=CC=CC2=CC=CC=C32)=O)C=C1